C(C)OC1=CC=C(C=C1)C1=CC=C(C=C1)NC(C(C)(C)OC1=CC=C(C=C1)F)=O N-(4'-ethoxy-[1,1'-biphenyl]-4-yl)-2-(4-fluorophenoxy)-2-methylpropanamide